1-phenyl-xylylethane C1(=CC=CC=C1)C1(C(C(=CC=C1)C)C)CC